O=C1CC=NC2=NC=C(N=C21)N2CCCC2 8-oxo-2-(pyrrolidin-1-yl)pyrido[2,3-b]pyrazin